2-(3-(((3S,4S)-3-fluoropiperidin-4-yl)oxy)-1,2,4-triazin-6-yl)-5-(1H-imidazol-1-yl)phenol F[C@H]1CNCC[C@@H]1OC=1N=NC(=CN1)C1=C(C=C(C=C1)N1C=NC=C1)O